C[Si](C)(C)[N-][Si](C)(C)C bis(trimethyl-silyl)amid